(R or S)-4-[2-(2,2,2-trifluoroethoxy)phenyl]-2-[6-(2,2,2-trifluoro-1-hydroxyethyl)pyridin-3-yl]-2,3-dihydro-1H-pyrrolo[3,4-c]pyridin-1-one FC(COC1=C(C=CC=C1)C1=NC=CC2=C1CN(C2=O)C=2C=NC(=CC2)[C@H](C(F)(F)F)O)(F)F |o1:26|